ClC1=C(C=C(OCC(=O)N[C@@H]2CC[C@H](CC2)NC(OC(C)(C)C)=O)C=C1)F trans-tert-butyl (4-(2-(4-chloro-3-fluorophenoxy)acetamido) cyclohexyl)carbamate